CC1=C(C=CC(=C1)C)C1=C(C=CC=C1)C=1N=C2N(C=C(C(=C2)C(=O)OC)F)C1 methyl 2-(2',4'-dimethyl-[1,1'-biphenyl]-2-yl)-6-fluoroimidazo[1,2-a]pyridine-7-carboxylate